N'-(4-methoxypyrazolo[1,5-c]pyrimidin-5-yl)-N,N-dimethylformimidamide COC=1C=2N(C=NC1N=CN(C)C)N=CC2